methyl (2R)-1-[[2-tert-butoxy-1-(5-fluoro-3-pyridyl)-2-oxo-ethyl]-(4-tert-butylphenyl)sulfamoyl]pyrrolidine-2-carboxylate C(C)(C)(C)OC(C(C=1C=NC=C(C1)F)N(S(=O)(=O)N1[C@H](CCC1)C(=O)OC)C1=CC=C(C=C1)C(C)(C)C)=O